COC1=NC=C(C(=N1)OC)C=1C=C(C=2N(N1)C=CN2)[C@@H]2[C@H](C2)C(=N)N (1S,2S)-2-[6-(2,4-dimethoxypyrimidin-5-yl)imidazo[1,2-b]pyridazin-8-yl]cyclopropanecarboxamidine